tert-butyl-(3-(N'-hydroxycarbamimidoyl)-4-methylphenyl)carbamate C(C)(C)(C)OC(NC1=CC(=C(C=C1)C)C(N)=NO)=O